ethyl 3-(4-chloro-2-fluorophenyl)-2,2-difluoro-3-hydroxypropionate ClC1=CC(=C(C=C1)C(C(C(=O)OCC)(F)F)O)F